CCCCCCCCN(C)C1=CC=CC=C1 N-methyl-N-octylaniline